CC1=CC=C(C=C1)S(=O)(=O)N1C=C(C2=CC(=CC=C12)C#N)C(CCCCBr)=O 1-p-toluenesulfonyl-3-(5-bromopentanoyl)-5-cyanoindole